3-(5-chlorothien-3-yl)-5-fluorobenzonitrile ClC1=CC(=CS1)C=1C=C(C#N)C=C(C1)F